[Tb].COCCOCCC (1-(2-methoxyethoxy)propane) terbium